tripyridyl-benzene N1=C(C=CC=C1)C=1C(=C(C=CC1)C1=NC=CC=C1)C1=NC=CC=C1